4-((8-methyl-2,3-dihydro-1H-pyrido[2,3-b][1,4]oxazin-7-yl)amino)-2-oxo-N-(1,2,3,4-tetrahydroquinolin-6-yl)-1,2-dihydropyridine-3-carboxamide CC1=C(C=NC=2OCCNC21)NC2=C(C(NC=C2)=O)C(=O)NC=2C=C1CCCNC1=CC2